C(C)(C)(C)NC(CCl)=O N-tert-butyl-2-chloro-acetamide